(E)-2-cyclohexyl-5-(3-fluorostyryl)-1,3-dimethoxybenzene C1(CCCCC1)C1=C(C=C(C=C1OC)\C=C\C1=CC(=CC=C1)F)OC